CC1=C2C(=CC=3C=4C=CC=CC4NC13)C=NC=C2 5-methyl-6H-pyrido[4,3-b]carbazole